(2-ethylhexyl)isononyl-cyclohexane C(C)C(CC1(CCCCC1)CCCCCCC(C)C)CCCC